BrCCC[NH3+] 3-bromopropylammonium